4-(5-fluoropyridin-2-yl)pyrrolidine-1-carboxamide FC=1C=CC(=NC1)C1CCN(C1)C(=O)N